C1(=CC(=CC=C1)NC1=CC=CC=2C3=C(OC21)C=CC=C3C3=CC=CC=2OC1=C(C23)C=CC=C1)C1=C(C(=C(C(=C1[2H])[2H])[2H])[2H])[2H] N-([1,1'-biphenyl]-3-yl-2',3',4',5',6'-d5)-[2,4'-bidibenzo[b,d]furan]-6'-amine